P(=O)(OCC)(OCC)OCC=C Diethyl Allyl phosphate